sodium butenedioate C(C=CC(=O)[O-])(=O)[O-].[Na+].[Na+]